5-nitro-1-(propan-2-yl)benzo[d][1,2,3]triazole [N+](=O)([O-])C1=CC2=C(N(N=N2)C(C)C)C=C1